CC(C)(N=C=O)C1=CC(=CC=C1)C(C)(C)N=C=O 1,3-bis-(1-methyl-1-isocyanatoethyl)-benzene